(1s,4s)-4-(8-(3-chloro-6-fluoro-2-methylphenylamino)-2-(tetrahydro-2H-pyran-4-ylamino)-9H-purin-9-yl)cyclohexanecarboxamide ClC=1C(=C(C(=CC1)F)NC=1N(C2=NC(=NC=C2N1)NC1CCOCC1)C1CCC(CC1)C(=O)N)C